ClC=1C(N(N=CC1)CC1=NC(=NO1)C[C@@H](C1=CC=C(C=C1)OC)O)=O 4-chloro-2-({3-[(2S)-2-hydroxy-2-(4-methoxyphenyl)ethyl]-1,2,4-oxadiazol-5-yl}methyl)-2,3-dihydropyridazin-3-one